N-Furfuryl-1,3-propandiamin C(C1=CC=CO1)NCCCN